(2,4-dimethylphenyl)-N-methylformamidine CC1=C(C=CC(=C1)C)C(=N)NC